ClC1=CC2=C(C(=N1)C=1N=C(SC1C(=O)OC)C1=C(C(=NN1CC)C)F)C=NN2C methyl 4-(6-chloro-1-methyl-1H-pyrazolo[4,3-c]pyridin-4-yl)-2-(1-ethyl-4-fluoro-3-methyl-1H-pyrazol-5-yl)-1,3-thiazole-5-carboxylate